p-nitrophenyl palmitate C(CCCCCCCCCCCCCCC)(=O)OC1=CC=C(C=C1)[N+](=O)[O-]